N-methyl-N-[(3S)-pyrrolidin-3-yl]acetamide CN(C(C)=O)[C@@H]1CNCC1